2-[(2,6-difluoro-4-pyridyl)amino]-N-[(1R)-2,2-dimethyl-cyclobutyl]-5-methyl-thiazole-4-carboxamide FC1=NC(=CC(=C1)NC=1SC(=C(N1)C(=O)N[C@H]1C(CC1)(C)C)C)F